C1(=CC=CC=C1)[C@@H]1C[C@@H](CN1)NC(OC(C)(C)C)=O tert-Butyl ((3S,5S)-5-phenylpyrrolidin-3-yl)carbamate